methyl-phenyl-trimellitate CC1=C(C(=C(C(C(=O)[O-])=C1)C(=O)[O-])C1=CC=CC=C1)C(=O)[O-]